hydroxyphenylpyridine OC=1C(=NC=CC1)C1=CC=CC=C1